OC1=C(C(=CC2=C1CCO2)C)C2=CC1=C(N=N2)N(CCC1O)[C@H]1CN(CCC1)C 3-(4-hydroxy-6-methyl-2,3-dihydrobenzofuran-5-yl)-8-((R)-1-methylpiperidin-3-yl)-5,6,7,8-tetrahydropyrido[2,3-c]pyridazin-5-ol